C(C)(C)(C)ON(C(CCCC(=O)O)=O)CCCCCNC(=O)OC(C)(C)C 5-(tert-butoxy(5-((tert-butoxycarbonyl)amino)pentyl)amino)-5-oxopentanoic acid